IC=1C=NN(C1C1=C(C=2C=CCNC2C=C1)C#N)C 6-(4-iodo-1-methyl-1H-pyrazol-5-yl)-1,2-dihydroquinoline-5-carbonitrile